COC(=O)C1=NC(=NC=C1Br)N1CCC(CC1)(C)NC(=O)OC(C)(C)C 5-bromo-2-(4-{[(tert-butoxy)carbonyl]amino}-4-methylpiperidin-1-yl)pyrimidine-4-carboxylic acid methyl ester